1-(2-Cyclopropyl-6-fluorophenyl)-piperidin-4-ylamine C1(CC1)C1=C(C(=CC=C1)F)N1CCC(CC1)N